BrC=1C(=NC=CC1)CC1(CCN(CC1)C(=O)OC(C)(C)C)C(=O)O 4-[(3-bromopyridin-2-yl)methyl]-1-(tert-butoxycarbonyl)piperidine-4-carboxylic acid